(1S,2S)-2-(3-chlorophenyl)-N-(6-(((6-cyclopropyl-8-((1-methylpiperidin-4-yl)amino)imidazo[1,2-a]pyridin-2-yl)methyl)amino)pyrimidin-4-yl)cyclopropane-1-carboxamide ClC=1C=C(C=CC1)[C@@H]1[C@H](C1)C(=O)NC1=NC=NC(=C1)NCC=1N=C2N(C=C(C=C2NC2CCN(CC2)C)C2CC2)C1